(S)-1-{2-[1-(4-fluorophenyl)ethylamino]-6-(pyrazin-2-ylamino)pyrimidin-4-yl}-N-(2-hydroxyethyl)azetidine-3-carboxamide FC1=CC=C(C=C1)[C@H](C)NC1=NC(=CC(=N1)N1CC(C1)C(=O)NCCO)NC1=NC=CN=C1